FC(C)(F)C=1C=C(C=CC1)NC(=O)C1C(=NN(C1=O)C1=CC=C(C=C1)OC(C)CC)C N-[3-(1,1-difluoroethyl)phenyl]-3-methyl-5-oxo-1-(4-sec-butoxyphenyl)-4H-pyrazole-4-carboxamide